C(CC)C1=NS(CC1=O)(=O)=O propyl-isothiazoline-trione